bis-(2-ethylhexyl) phthalate C(C=1C(C(=O)OCC(CCCC)CC)=CC=CC1)(=O)OCC(CCCC)CC